5-(4-cyclopropyl-6-methoxy-pyrimidin-5-yl)-3-[[2-methyl-4-[1-methyl-4-(trifluoromethyl)imidazol-2-yl]phenyl]methyl]-1H-pyrazolo[4,3-d]pyrimidine C1(CC1)C1=NC=NC(=C1C=1N=CC2=C(N1)C(=NN2)CC2=C(C=C(C=C2)C=2N(C=C(N2)C(F)(F)F)C)C)OC